(4S)-5,5-difluoro-3-(methylsulfonyl)-1-(5,6,7,8-tetrahydroquinolin-8-yl)-4,5,6,7-tetrahydro-1H-indol-4-ol FC1([C@H](C=2C(=CN(C2CC1)C1CCCC=2C=CC=NC12)S(=O)(=O)C)O)F